(E)-2-(2,6-dimethoxy-4-(3-(6-(methylthio)benzofuran-2-yl)-3-oxoprop-1-en-1-yl)phenoxy)-2-methylpropanoic acid COC1=C(OC(C(=O)O)(C)C)C(=CC(=C1)\C=C\C(=O)C=1OC2=C(C1)C=CC(=C2)SC)OC